C(C)(C)(C)OC(=O)N1CCC(CC1)C=1C=C2C(=C(NC2=CC1OC)Br)C(C)C 4-(2-bromo-3-isopropyl-6-methoxy-1H-indol-5-yl)piperidine-1-carboxylic acid tert-butyl ester